FC=1C=C(OC2=CC(=NC=C2)C(=O)N[C@@H]2C(N(C3=C(OC2)C=CC(=N3)C#CC3(COC3)O)C)=O)C=CC1 (S)-4-(3-fluorophenoxy)-N-(7-((3-hydroxyoxetan-3-yl)ethynyl)-5-methyl-4-oxo-2,3,4,5-tetrahydropyrido[3,2-b][1,4]oxazepin-3-yl)pyridineamide